ClC=1C=C(C(=NC1)N1CC(N(C2(CC(C2)C(=O)N)C1=O)CC1=CC=C(C=C1)F)=O)F (2s,4s)-8-(5-chloro-3-fluoropyridin-2-yl)-5-(4-fluorobenzyl)-6,9-dioxo-5,8-diazaspiro[3.5]nonane-2-carboxamide